N1-[3,5-Bis(trifluoromethyl)phenyl]-N-{[2-(ethylamino)pyrimidin-4-yl]methyl}-5-oxopyrrolidin-3-carboxamid FC(C=1C=C(C=C(C1)C(F)(F)F)N1CC(CC1=O)C(=O)NCC1=NC(=NC=C1)NCC)(F)F